(R)-7-ethynyl-6,7-dihydro-5H-cyclopenta[B]pyridin-7-ol C(#C)[C@@]1(CCC=2C1=NC=CC2)O